C(C1=CC=CC=C1)OC1CN(C1)S(=O)(=O)N1C[C@H](CC1)C(=O)N([C@@H](C(C)C)C(=O)O)C N-({S}-1-({3-(benzyloxy)azetidin-1-yl}sulfonyl)pyrrolidine-3-carbonyl)-N-methyl-L-valine